COC[C@H]1N2CC(C[C@@]2(CC1)CO)=C ((5S,7aS)-5-(methoxymethyl)-2-methylenetetrahydro-1H-pyrrolizin-7a(5H)-yl)-methanol